C(C)(=O)O.C(C)(=O)O.C(CCCCCCCCCCC)N(CCN(CCN)CCCCCCCCCCCC)CCN dilauryl-triethylenetetramine diacetate